[O-]S(=O)(=O)C(F)(F)F.C1(=CC=CC=C1)[PH+](C1=CC=CC=C1)C1=CC=CC=C1 triphenyl-phosphonium triflate